Vanadium(IV) Hydride [H-].[V+4].[H-].[H-].[H-]